Br[C@@H](C(=O)O)CC1=NOC(=C1)C (R)-2-bromo-3-(5-methylisoxazol-3-yl)propionic acid